7-(2-amino-7-fluorobenzo-[d]thiazol-4-yl)-4-(3,8-diazabicyclo[3.2.1]octan-3-yl)-6-chloro-2-(2-(pyrrolidin-1-yl)ethyl)phthalazin-1(2H)-one NC=1SC2=C(N1)C(=CC=C2F)C2=C(C=C1C(=NN(C(C1=C2)=O)CCN2CCCC2)N2CC1CCC(C2)N1)Cl